3-((7-chloro-6-(8-methylnaphthalene-1-yl)-2-oxoquinoxalin-1(2H)-yl)methyl)azetidine-1-carboxylic acid tert-butyl ester C(C)(C)(C)OC(=O)N1CC(C1)CN1C(C=NC2=CC(=C(C=C12)Cl)C1=CC=CC2=CC=CC(=C12)C)=O